N[C@@H]1C2=CC=CC=C2CC12CCN(CC2)C=2C(=NC(=C(N2)C)SC2=C(C(=NC=C2)N)Cl)CO (S)-(3-(1-amino-1,3-dihydrospiro[indene-2,4'-piperidine]-1'-yl)-6-((2-amino-3-chloropyridin-4-yl)thio)-5-methylpyrazin-2-ylmethanol)